2-(triethoxysilyl)ethylsuccinic anhydride C(C)O[Si](CCC1C(=O)OC(C1)=O)(OCC)OCC